Methyl 4-(4-nitro-3-(trifluoromethyl)-1H-pyrazol-1-yl)benzoate [N+](=O)([O-])C=1C(=NN(C1)C1=CC=C(C(=O)OC)C=C1)C(F)(F)F